C(C1=CC=CC=C1)OC(=O)N1CCN(CC1)CCOC1=NC=CC(=C1)N1C2CN(CC1CC2)C(=O)OC(C)(C)C tert-butyl 8-[2-(2-[4-[(benzyloxy) carbonyl] piperazin-1-yl] ethoxy) pyridin-4-yl]-3,8-diazabicyclo[3.2.1]octane-3-carboxylate